ClC1=C2C[C@@H]([C@@H](C2=CC=C1)O)NC([O-])=O (1R,2S)-4-Chloro-1-hydroxy-2,3-dihydro-1H-inden-2-yl-carbamat